CNC(C1=CC(=C(C=C1)NCC1=CC=C(C=C1)C(F)(F)F)C=1N=CN(C1)C)=O N-Methyl-3-(1-methylimidazol-4-yl)-4-[[4-(trifluoromethyl)phenyl]methylamino]benzamide